di-tert-butyl-(2r,4r)-4-((6-((1-(tert-butyl)-5-methyl-1H-pyrazol-3-yl)amino)-3-fluoro-4-(methylsulfonyl)pyridin-2-yl)methyl)-2-methylpiperidine-1,4-dicarboxylic acid C(C)(C)(C)C1[C@](N(CC[C@@]1(C(=O)O)CC1=NC(=CC(=C1F)S(=O)(=O)C)NC1=NN(C(=C1)C)C(C)(C)C)C(=O)O)(C)C(C)(C)C